C(C1=CC=CC=C1)N1C(C2=CC=C(C=C2CC1)OC1=C(C=C(C=C1Cl)N1N=CC(NC1=O)=O)Cl)=O 2-(4-((2-benzyl-1-oxo-1,2,3,4-tetrahydroisoquinolin-6-yl)oxy)-3,5-dichlorophenyl)-1,2,4-triazine-3,5(2H,4H)-dione